IC=1C(=NC(=C(C(=O)[O-])C1)N1CCC(CCC1)(F)F)C 5-iodo-2-(4,4-difluoroazepan-1-yl)-6-methylnicotinate